trans-4-((4-(2-Cyclopropyloxazol-4-yl)pyridin-2-yl)((trans-4-(4-methoxy-3-methylphenyl) cyclohexyl)methyl) carbamoyl)cyclohexyl isopropylcarbamate C(C)(C)NC(O[C@@H]1CC[C@H](CC1)C(N(C[C@@H]1CC[C@H](CC1)C1=CC(=C(C=C1)OC)C)C1=NC=CC(=C1)C=1N=C(OC1)C1CC1)=O)=O